C(C)(=O)C1=C(C2=C(N=C(N=C2)NC2=CC=C(C=N2)N2[C@H](CN(CC2)S(=O)(=O)N)C)N(C1=O)C1CCCC1)C (S)-4-(6-((6-acetyl-8-cyclopentyl-5-methyl-7-oxo-7,8-dihydropyrido[2,3-d]-pyrimidin-2-yl)-amino)pyridin-3-yl)-3-methylpiperazine-1-sulfonamide